6,7-dimethoxy-2-methylquinazoline-4-ol COC=1C=C2C(=NC(=NC2=CC1OC)C)O